C(CCCCCCC\C=C/C\C=C/CCCCC)(=O)OC=1C(OC(CCCCCCC\C=C/C\C=C/CCCCC)=O)=CC(=CC1)C(C)=O 4-acetyl-catechol dilinoleate